1'-(3-(difluoromethoxy)phenyl)-N-(3-methyl-1,1-dioxathiolan-3-yl)-2'-oxospiro[cyclobutane-1,3'-indoline]-5'-carboxamide FC(OC=1C=C(C=CC1)N1C(C2(C3=CC(=CC=C13)C(=O)NC1(SOCC1)C)CCC2)=O)F